ON(C(=O)NO)CCC N,N'-di-hydroxypropyl-urea